ClC=1C=C(C=CC1Cl)NC1=CC=2C(=NC=3N=CC=CC3C2NCCNC(=N)N)C=C1 1-(2-((7-((3,4-Dichlorophenyl)amino)benzo[b][1,8]naphthyridin-5-yl)amino)ethyl)guanidine